(E)-3-(benzo[d]thiazol-2-yl)-4-(1,3-diphenyl-1H-pyrazol-4-yl)but-3-enoic acid S1C(=NC2=C1C=CC=C2)\C(\CC(=O)O)=C\C=2C(=NN(C2)C2=CC=CC=C2)C2=CC=CC=C2